CN(C)CC1=C(C=CC=C1)C1=CC=C(S1)C(C)N 1-(5-(2-((dimethylamino)methyl)phenyl)thiophen-2-yl)ethylamine